C1=CC=C(C=C1)NC(=O)CCCCCCC(=O)NO The molecule is a dicarboxylic acid diamide comprising suberic (octanedioic) acid coupled to aniline and hydroxylamine. A histone deacetylase inhibitor, it is marketed under the name Zolinza for the treatment of cutaneous T cell lymphoma (CTCL). It has a role as an EC 3.5.1.98 (histone deacetylase) inhibitor, an apoptosis inducer and an antineoplastic agent. It is a hydroxamic acid and a dicarboxylic acid diamide. It derives from a suberic acid, a hydroxylamine and an aniline.